tert-butyl (2R,4S)-2-(cyanomethyl)-4-{[2-(N'-hydroxycarbamimidoyl)-6-[(1S)-1-[(2S)-1-methylpyrrolidin-2-yl]ethoxy]pyrimidin-4-yl]oxy}piperidine-1-carboxylate C(#N)C[C@H]1N(CC[C@@H](C1)OC1=NC(=NC(=C1)O[C@@H](C)[C@H]1N(CCC1)C)C(N)=NO)C(=O)OC(C)(C)C